2-(((propylthio)carbonyl)amino)benzoic acid C(CC)SC(=O)NC1=C(C(=O)O)C=CC=C1